ethyl (trans)-2-(2-hydroxyethoxy)cyclopropane-1-carboxylate OCCO[C@H]1[C@@H](C1)C(=O)OCC